3-[7-(aminocarbonyl)-5-fluoro-2H-indazole-2-yl]piperidine-1-carboxylate NC(=O)C1=CC(=CC2=CN(N=C12)C1CN(CCC1)C(=O)[O-])F